tert-Butyl 4-(4-amino-1H-pyrazol-1-yl)piperidine-1-carboxylate NC=1C=NN(C1)C1CCN(CC1)C(=O)OC(C)(C)C